N[C@H](C(=O)N[C@@H]1C(CN(C1)CCCCCCC(=O)NCCOCCOCCCCCCCl)(C)C)CCCN1C(=NC=C1)N 7-[(4R)-4-[(2S)-2-amino-5-(2-amino-1H-imidazol-1-yl)pentanamido]-3,3-dimethylpyrrolidin-1-yl]-N-(2-{2-[(6-chlorohexyl)oxy]ethoxy}ethyl)heptanamide